(S)-2-(4-chloro-3,5-difluoro-1H-indole-2-carbonyl)hexahydropyrrolo[1,2-a]pyrazin-6(2H)-one ClC1=C2C(=C(NC2=CC=C1F)C(=O)N1C[C@H]2N(CC1)C(CC2)=O)F